S(=O)(=O)(C)C=1C=C(C(OC)=CC1)NCC#CC=1C=C(C2=C(C(=CS2)CC(F)(F)F)C1)C(=O)O 5-[3-(4-mesyl-2-anisidino)-1-propynyl]-3-(2,2,2-trifluoroethyl)-1-benzothiophene-7-carboxylic acid